C1(=CC=CC=C1)CC(CO)CCO 2-(phenylmethyl)-1,4-butanediol